2-cyclopropyl-7-(methylamino)-4H-[1,3]Thiazolo[4,5-d]Pyrimidine-5-one C1(CC1)C=1SC2=C(NC(N=C2NC)=O)N1